(1R,3S)-1-((R)-1,1-dimethylethylsulfinylamino)-3-methoxy-8-azaspiro[4.5]decane CC(C)(C)[S@@](=O)N[C@@H]1C[C@H](CC12CCNCC2)OC